CN(C(=O)CCCNC(=O)C1=CC2=C(N(C(=N2)NC=2SC3=C(N2)C=CC(=C3)Cl)C)C=C1)C 2-(6-Chloro-benzothiazol-2-ylamino)-1-methyl-1H-benzoimidazole-5-carboxylic acid (3-dimethylcarbamoyl-propyl)-amide